(R)-N-(2-amino-1-(3-chloro-5-fluoro-phenyl)ethyl)-1-(2-((3,3-difluoro-cyclobutyl)amino)-5-methyl-pyrimidin-4-yl)-1H-imidazole-4-carboxamide NC[C@@H](C1=CC(=CC(=C1)F)Cl)NC(=O)C=1N=CN(C1)C1=NC(=NC=C1C)NC1CC(C1)(F)F